ClC1=C(C(=CC=C1Cl)OC)[C@H]1C[C@@H]2N(C(CNC2)=O)C1 (7R,8aS)-7-(2,3-dichloro-6-methoxyphenyl)-hexahydro-1H-pyrrolo[1,2-a]pyrazin-4-one